COC1=C(C=CC=C1)CCCN1CC(C1)C1=CNC2=CC=CC=C12 3-(1-(3-(2-methoxyphenyl)propyl)azetidin-3-yl)-1H-indole